C(C=C)(=O)OCCCCOC(C=C)=O butylene diacrylate